2-(4-Cyclopropylpyridin-2-yl)-N-(6-(4-(5-(2-(5-methoxypyridin-2-yl)acetamido)-1,3,4-thiadiazol-2-yl)but-1-yn-1-yl)-pyridazin-3-yl)acetamide C1(CC1)C1=CC(=NC=C1)CC(=O)NC=1N=NC(=CC1)C#CCCC=1SC(=NN1)NC(CC1=NC=C(C=C1)OC)=O